2,4-dimethyl (2S,4R)-4-(5-bromo-2-iodophenoxy)pyrrolidine-1,2,4-tricarboxylate BrC=1C=CC(=C(O[C@@]2(C[C@H](N(C2)C(=O)[O-])C(=O)OC)C(=O)OC)C1)I